heptadecenic acid C(C=CCCCCCCCCCCCCCC)(=O)O